ClC1=NC=CC=2N=C(N=CC21)S(=O)(=O)C 5-chloro-2-(methylsulfonyl)pyrido[4,3-d]pyrimidine